N[C@@H]1[C@@H](CCCC1)NC(=O)C=1SC=2N=CC=C3N(C(NC1C23)=O)C=2C=NC(=CC2)OC2=CC=CC=C2 N-((1R,2S)-2-Aminocyclohexyl)-4-oxo-5-(6-phenoxypyridin-3-yl)-4,5-dihydro-3H-1-thia-3,5,8-triazaacenaphthylene-2-carboxamide